C(C1=CC=CC=C1)(=S)SC(C)(C)C1=CC=CC=C1 Cumyl dithiobenzoate